2,4-bis(2,2-difluoroethoxy)pyrimidine-5-boronic acid FC(COC1=NC=C(C(=N1)OCC(F)F)B(O)O)F